COC=1C=CC=C2C(=CC=NC12)N[C@H]1CN(CC1)C(=O)OC(C)(C)C tert-butyl (R)-3-((8-methoxyquinolin-4-yl)amino)pyrrolidine-1-carboxylate